OC(CN)C N-(2-hydroxypropyl)amine